FC1(OC2=C(OC1)C=CC(=C2)C(C)=O)F 1-(3,3-difluoro-2,3-dihydrobenzo[b][1,4]dioxin-6-yl)ethan-1-one